CN1CC(CCC1)C(C)(C)C1=NOCC(O1)CN1CCCCC1 (2-(1-methylpiperidin-3-yl)propan-2-yl)-5-(piperidin-1-ylmethyl)-5,6-dihydro-1,4,2-dioxazine